N1C(C=NC=C1)=O 2(1H)-Pyrazinone